di-tert-butyl (3S,4S)-4-amino-3-fluoropyrrolidine-1,3-dicarboxylate N[C@@H]1[C@@](CN(C1)C(=O)OC(C)(C)C)(C(=O)OC(C)(C)C)F